5-(2-((R)-1-amino-1,2,3,4-tetrahydronaphthalen-1-yl)ethyl)-1-(tetrahydro-2H-pyran-4-yl)pyrimidine-2,4,6(1H,3H,5H)-trione hydrochloride Cl.N[C@]1(CCCC2=CC=CC=C12)CCC1C(NC(N(C1=O)C1CCOCC1)=O)=O